C(C)(=O)[O-].C(=C)C=1[N+](=C(NC1)C)CC1=CC=CC=C1 vinylbenzylmethylimidazolium acetate